Methyl (2S,4aR,6R,7R,8R,8aR)-7-methoxy-2-phenyl-8-(4-(3,4,5-trifluorophenyl)-1H-1,2,3-triazol-1-yl)hexahydropyrano[3,2-d][1,3]dioxine-6-carboxylate CO[C@@H]1[C@H]([C@H]2O[C@H](OC[C@H]2O[C@H]1C(=O)OC)C1=CC=CC=C1)N1N=NC(=C1)C1=CC(=C(C(=C1)F)F)F